1,5-anhydro-2,3-dideoxy-3-(6-(3-fluoro-4-((2-(methylsulfonyl)ethyl)-carbamoyl)benzyl)-7,8-dimethyl-4-oxoquinazolin-3(4H)-yl)-L-threo-pentitol FC=1C=C(CC=2C=C3C(N(C=NC3=C(C2C)C)[C@H]2CCOC[C@@H]2O)=O)C=CC1C(NCCS(=O)(=O)C)=O